N[C@@H](C(=O)NC1=CC=C(C=C1)F)CC1=CC=CC=C1 (R)-2-amino-N-(4-fluorophenyl)-3-phenylpropanamide